(Z)-N-benzoyl-1-(6-bromoisochroman-8-yl)toluidine C(C1=CC=CC=C1)(=O)NC1(C(C=CC=C1)C)C=1C=C(C=C2CCOCC12)Br